3-(5-((((3R,4R)-3-Hydroxytetrahydro-2H-pyran-4-yl)amino)methyl)-6-methoxypyridin-2-yl)-2'-methyl-3'-((2-methylpyrido[3,2-d]pyrimidin-4-yl)amino)-[1,1'-biphenyl]-2-carbonitrile O[C@H]1COCC[C@H]1NCC=1C=CC(=NC1OC)C1=C(C(=CC=C1)C1=C(C(=CC=C1)NC=1C2=C(N=C(N1)C)C=CC=N2)C)C#N